OC1=C(C(=CC=2CCC3=CC(=C(C=C3C12)OC)OC)OC)OC 4-hydroxy-2,3,6,7-tetramethoxy-9,10-dihydrophenanthrene